2-(7-fluoro-2H-benzo[b][1,4]oxazin-4(3H)-yl)ethanol FC=1C=CC2=C(OCCN2CCO)C1